5-[[2,4-dichloro-5-(2-pyridyl)benzoyl]amino]-N-[3-[4-[2-[4-[4-[(2,6-dioxo-3-piperidyl)amino]phenyl]-1-piperidyl]-2-oxo-ethyl]phenyl]propyl]-1-phenyl-pyrazole-3-carboxamide formate C(=O)O.ClC1=C(C(=O)NC2=CC(=NN2C2=CC=CC=C2)C(=O)NCCCC2=CC=C(C=C2)CC(=O)N2CCC(CC2)C2=CC=C(C=C2)NC2C(NC(CC2)=O)=O)C=C(C(=C1)Cl)C1=NC=CC=C1